C(#N)[C@H](CC1=CC=C(C=C1)C=1C=CC2=C(N(C(O2)=O)CCN(C)C)C1)NC(=O)[C@H]1OCCCNC1 (2s)-N-[(1s)-1-Cyano-2-(4-{3-[2-(dimethylamino)ethyl]-2-oxo-2,3-dihydro-1,3-benzoxazol-5-yl}phenyl)ethyl]-1,4-oxazepane-2-carboxamide